2-cyclopropyl-5-[(2R,4S)-4-[4-(2,4-difluorophenyl)-6,7-dimethyl-pteridin-2-yl]tetrahydropyran-2-yl]oxazole C1(CC1)C=1OC(=CN1)[C@@H]1OCC[C@@H](C1)C1=NC2=NC(=C(N=C2C(=N1)C1=C(C=C(C=C1)F)F)C)C